1-(3-(4-amino-7-bromo-1-methyl-1H-imidazo[4,5-d]thieno[3,2-b]pyridin-2-yl)propyl)pyrrolidin-3-ol NC1=C2C(=C3C(=N1)C=C(S3)Br)N(C(=N2)CCCN2CC(CC2)O)C